(2R,4S)-5-hydroxy-4-((2-methylpyridin-4-yl)methyl)pyrrolidine-1,2-dicarboxylic acid 2-benzyl ester C(C1=CC=CC=C1)OC(=O)[C@@H]1N(C([C@H](C1)CC1=CC(=NC=C1)C)O)C(=O)O